3-(2-aminoethoxy)-N-[4-(trifluoromethyl)phenyl]pyrazin-2-amine NCCOC=1C(=NC=CN1)NC1=CC=C(C=C1)C(F)(F)F